((1R)-1-(2-fluoro-3-(trifluoromethoxy)phenyl)-3-methyl-2-oxocyclohexyl)carbamate FC1=C(C=CC=C1OC(F)(F)F)[C@]1(C(C(CCC1)C)=O)NC([O-])=O